CC1(CC(C=C(C1)CN(C(=O)OCCC1=NC2=C(N1)C=CC=C2C2=CC=C(C=C2)C=2CCCCC2)C)=O)C 2-(4-(2',3',4',5'-tetrahydro-[1,1'-biphenyl]-4-yl)-1H-benzo[d]imidazol-2-yl)ethanol 5,5-dimethyl-3-oxocyclohex-1-enyl-dimethylcarbamate